O1CCN(CC1)C1=NC=CC(=C1[N+](=O)[O-])N 2-morpholino-3-nitro-4-pyridinamine